8-[(2s,5r)-2-ethyl-4-[(4-fluorophenyl)[6-(trifluoromethyl)pyridin-2-yl]methyl]-5-methylpiperazin-1-yl]-5-methyl-6-oxo-5,6-dihydro-1,5-naphthyridine-2-carbonitrile C(C)[C@@H]1N(C[C@H](N(C1)C(C1=NC(=CC=C1)C(F)(F)F)C1=CC=C(C=C1)F)C)C1=CC(N(C=2C=CC(=NC12)C#N)C)=O